(2r,5s)-5-[2-(4-chloro-3-fluorophenoxy)acetamido]-N-[(1s,4s)-4-(trifluoromethoxy)cyclohexyl]piperidine-2-carboxamide ClC1=C(C=C(OCC(=O)N[C@H]2CC[C@@H](NC2)C(=O)NC2CCC(CC2)OC(F)(F)F)C=C1)F